methyl 5-[(2-chloro-4-pyridyl)oxy]-2-hydroxy-benzoate ClC1=NC=CC(=C1)OC=1C=CC(=C(C(=O)OC)C1)O